Cl.CC(CC)=O butanone hydrochloride